4-fluoro-6,7-dihydro-5H-cyclopenta[b]pyridine-6-carbaldehyde FC1=C2C(=NC=C1)CC(C2)C=O